2-(2-Aminopyridin-4-yl)-N-(2,2-dimethyl-6-(1-methyl-1H-pyrazol-4-yl)-2,3-dihydrobenzofuran-5-yl)oxazole-4-carboxamide NC1=NC=CC(=C1)C=1OC=C(N1)C(=O)NC=1C(=CC2=C(CC(O2)(C)C)C1)C=1C=NN(C1)C